Cl.FC(C=1C=C(C=CC1)C1=C(C(=CC=C1)C[C@@H]1NCC([C@@H]1NS(=O)(=O)CC)(F)F)F)F N-[(2S,3R)-2-{[3'-(difluoromethyl)-2-fluoro[1,1'-biphenyl]-3-yl]methyl}-4,4-difluoropyrrolidin-3-yl]ethanesulfonamide hydrochloride